3,5-di(undecan-2-yl)dihydro-1H,3H,5H-oxazolo[3,4-c]oxazole CC(CCCCCCCCC)C1OCC2N1C(OC2)C(C)CCCCCCCCC